cis-3-(4-chlorophenyl)-1-propylcyclopentane-1-carboxylic acid ClC1=CC=C(C=C1)[C@@H]1C[C@@](CC1)(C(=O)O)CCC